[(3aR,4R,6R,6aR)-4-[2-chloro-6-(3-phenyl-2-azaspiro[4.5]decan-2-yl)purin-9-yl]-2,2-dimethyl-3a,4,6,6a-tetrahydrofuro[3,4-d][1,3]dioxol-6-yl]methanol ClC1=NC(=C2N=CN(C2=N1)[C@@H]1O[C@@H]([C@H]2OC(O[C@H]21)(C)C)CO)N2CC1(CC2C2=CC=CC=C2)CCCCC1